5-amino-3-(2-(4-fluorophenyl)quinolin-7-yl)-1-((1s,3s)-3-hydroxy-3-methylcyclobutyl)-1H-pyrazole-4-carboxamide NC1=C(C(=NN1C1CC(C1)(C)O)C1=CC=C2C=CC(=NC2=C1)C1=CC=C(C=C1)F)C(=O)N